[Li].CS(=O)(=O)NC1=C(C(=C(C=C1)C1=C(C=C(N)C=C1)F)F)S(=O)(=O)C dimethyl-sulfonyl-2,2'-difluorobenzidine lithium